perfluorophenyl 2-((6S,9R,11R)-6-((S)-sec-butyl)-9-isopropyl-2,3,3,8-tetramethyl-4,7,13-trioxo-12-oxa-2,5,8-triazatetradecan-11-yl)thiazole-4-carboxylate [C@H](C)(CC)[C@H](NC(C(N(C)C)(C)C)=O)C(N([C@H](C[C@@H](OC(C)=O)C=1SC=C(N1)C(=O)OC1=C(C(=C(C(=C1F)F)F)F)F)C(C)C)C)=O